ClC=1C=C(C=CC1Cl)[C@@H](CO)NS(=O)(=O)C1=CC=C(C=C1)OC(F)(F)F (S)-N-(1-(3,4-dichlorophenyl)-2-hydroxyethyl)-4-(trifluoromethoxy)benzenesulfonamide